trans-(-)-2-(6-(2-carbamoyl-6-(trifluoromethoxy)-1H-indol-1-yl)pyridin-2-yl)cyclopropane-1-carboxylic acid C(N)(=O)C=1N(C2=CC(=CC=C2C1)OC(F)(F)F)C1=CC=CC(=N1)[C@H]1[C@@H](C1)C(=O)O